3-(5-(1,3,4-oxadiazol-2-yl)pyridin-3-yl)-4-methoxyphenyl heptylcarbamate C(CCCCCC)NC(OC1=CC(=C(C=C1)OC)C=1C=NC=C(C1)C=1OC=NN1)=O